CN(CCCN(S(=O)(=O)CC(CCCCCCCC)CCCCCC)C(CC(=O)OCCCCCCCCCC)CCCCCCCCC)C decyl 3-{N-[3-(dimethylamino)propyl]2-hexyldecane-sulfonamido}dodecanoate